(2S,5S,E)-N-(2,4-dimethoxybenzyl)-5-formyl-2-isobutyl-N-methyl-3,16-dioxo-15-propyl-1,4-diazacyclohexadec-9-ene-7-carboxamide COC1=C(CN(C(=O)C2C[C@H](NC([C@@H](NC(C(CCCC/C=C/C2)CCC)=O)CC(C)C)=O)C=O)C)C=CC(=C1)OC